C(C(=C)C)(=O)OC(C)C 2-methacryloyloxy-propane